C12(COCC2C1)CO (3-oxabicyclo[3.1.0]hexan-1-yl)methanol